ClC1=CNC2=NC=C(C=C21)CNC2=CC(=NC=N2)N2C[C@H](C[C@@H]2C=2N=C1N(C=C(C=C1)C1CC1)C2)O (3S,5R)-1-(6-(((3-chloro-1H-pyrrolo[2,3-b]pyridin-5-yl)methyl)amino)pyrimidin-4-yl)-5-(6-cyclopropylimidazo[1,2-a]pyridin-2-yl)pyrrolidin-3-ol